4-(9H-carbazol-2-yl)-3,5-dimethylisoxazole C1=C(C=CC=2C3=CC=CC=C3NC12)C=1C(=NOC1C)C